5,7-difluoro-1,3-benzoxazol-2-ylamine FC=1C=C(C2=C(N=C(O2)N)C1)F